(rac)-Benzo[d][1,3]dioxol-5-yl((1S,2R,4R)-2-((tert-butyldiphenylsilyl)methyl)-2-methylbicyclo[2.1.1]hexan-1-yl)methanone O1COC2=C1C=CC(=C2)C(=O)C21[C@](CC(C2)C1)(C)C[Si](C1=CC=CC=C1)(C1=CC=CC=C1)C(C)(C)C |r|